ClC1=CC=2C=C3CC(CCN3C2N=C1)N1C(CC(C1)(C)C)=O 1-(3-chloro-6,7,8,9-tetrahydropyrido[3,2-b]indolizin-7-yl)-4,4-dimethyl-2-oxopyrrolidin